N-(2-((3-chlorophenyl)selanyl)-6-methylphenethyl)picolinamide ClC=1C=C(C=CC1)[Se]C1=C(CCNC(C2=NC=CC=C2)=O)C(=CC=C1)C